4''-[benzene-1,3,5-triyl-tris(ethyne-2,1-diyl)]tribenzoate C1(=CC(=CC(=C1)C#CC1=C(C(=O)[O-])C=CC=C1)C#CC1=C(C(=O)[O-])C=CC=C1)C#CC1=C(C(=O)[O-])C=CC=C1